C[C@@H]1CN(C[C@H]1C(F)(F)F)C=1C=2N(N=C(C1)C=1C(NC(NC1)=O)=O)C=CN2 5-(8-((3S,4S)-3-methyl-4-(trifluoromethyl)pyrrolidin-1-yl)imidazo[1,2-b]pyridazin-6-yl)pyrimidine-2,4(1H,3H)-dione